4-cyclopropyl-3-(N-(2-(4-fluoropiperidin-1-yl)-5-(methylsulfonyl)phenyl)sulfamoyl)benzoic acid C1(CC1)C1=C(C=C(C(=O)O)C=C1)S(NC1=C(C=CC(=C1)S(=O)(=O)C)N1CCC(CC1)F)(=O)=O